(5-(2-methoxyphenyl)-1H-1,2,4-triazol-3-yl)methanamine hydrochloride Cl.COC1=C(C=CC=C1)C1=NC(=NN1)CN